C(C)(=O)NC1=CC(=C(C=C1)C1=CN=C(S1)C1=CC=C(C=C1)NC(OCCCl)=O)S(NC(C)(C)C)(=O)=O 2-chloroethyl N-[4-[5-[4-acetamido-2-(tert-butylsulfamoyl)phenyl]thiazol-2-yl]phenyl]carbamate